FC1=CC=C(C=C1)N1N=CC2=C1C[C@@H]1CCN(C[C@]1(C2)C(=O)C2=NC=CC(=C2)C(F)(F)F)S(=O)(=O)C=2N=NN(C2)C ((4aR,8aS)-1-(4-fluorophenyl)-6-((1-methyl-1H-1,2,3-triazol-4-yl)sulfonyl)-4,4a,5,6,7,8,8a,9-octahydro-1H-pyrazolo[3,4-g]isoquinolin-4a-yl)(4-(trifluoromethyl)pyridin-2-yl)methanone